2-(bromomethyl)naphthalen BrCC1=CC2=CC=CC=C2C=C1